OC1=CC=C2C=CNC2=C1 6-Hydroxyindole